3-(4-(trifluoromethyl)phenyl)-1,2,4-thiadiazol-5(4H)-one FC(C1=CC=C(C=C1)C1=NSC(N1)=O)(F)F